1-fluoro-2,4-bis(methoxymethoxy)benzene FC1=C(C=C(C=C1)OCOC)OCOC